C1(=C(C(=CC=C1)C)C)NC1=CC=C(C=C1)N N-xylyl-p-phenylenediamine